BrCC(=O)N(C1=CC=C(C=C1)[N+](=O)[O-])C 2-bromo-N-methyl-N-(4-nitrophenyl)acetamide